N-((5-chloro-1-(phenylsulfonyl)-6-(2-((tetrahydro-2H-pyran-2-yl)oxy)ethyl)-1H-indol-2-yl)methyl)-1-methylcyclopropane-1-carboxamide ClC=1C=C2C=C(N(C2=CC1CCOC1OCCCC1)S(=O)(=O)C1=CC=CC=C1)CNC(=O)C1(CC1)C